NC1=C(C=C(N=N1)C1=C(C=CC=C1)O)N1CC2CCC(C1)N2C2=CC(=NC=C2)C#CCN2C1COCC2CCC1 2-[6-amino-5-[8-[2-[3-(3-oxa-9-azabicyclo[3.3.1]nonan-9-yl)prop-1-ynyl]-4-pyridyl]-3,8-diazabicyclo[3.2.1]octan-3-yl]pyridazin-3-yl]phenol